2-(2-(N-(tert-butoxycarbonyl)-sulfamoyl)-vinyl)pyrrolidine-1-carboxylic acid tert-butyl ester C(C)(C)(C)OC(=O)N1C(CCC1)C=CS(NC(=O)OC(C)(C)C)(=O)=O